tert-butyl 2-(5-fluoro-2-(4-(piperidin-1-yl)-3-(1-(2,2,2-trifluoroethyl)-1H-indole-3-carboxamido) benzamido) phenyl)acetate FC=1C=CC(=C(C1)CC(=O)OC(C)(C)C)NC(C1=CC(=C(C=C1)N1CCCCC1)NC(=O)C1=CN(C2=CC=CC=C12)CC(F)(F)F)=O